(1R,3S,5R)-2-(2-(3-acetyl-7-methyl-5-(2-methylpyrimidin-5-yl)-1H-indazol-1-yl)acetyl)-N-(6-bromopyrazin-2-yl)-5-methyl-2-azabicyclo[3.1.0]hexane-3-carboxamide C(C)(=O)C1=NN(C2=C(C=C(C=C12)C=1C=NC(=NC1)C)C)CC(=O)N1[C@@H]2C[C@@]2(C[C@H]1C(=O)NC1=NC(=CN=C1)Br)C